CC1=C(C(NC(=C1)C)=O)CNC(=O)C=1C(=C(C=C2C1C=C(O2)CN2CCCCC2)N(C2CCOCC2)CC)CC N-((4,6-dimethyl-2-oxo-1,2-dihydropyridin-3-yl)methyl)-5-ethyl-6-(ethyl-(tetrahydro-2H-pyran-4-yl)amino)-2-(piperidin-1-ylmethyl)benzofuran-4-carboxamide